BrC=1C=C(C=CC1)[C@@H](C)NC1=NC(=NC2=CC(=C(C=C12)OC)CCCCCCCCN1CCCCC1)C (R)-N-(1-(3-bromophenyl)ethyl)-6-methoxy-2-methyl-7-(8-(piperidin-1-yl)octyl)quinazolin-4-amine